NC1=CC=C(C=N1)N1C[C@H](CCC1)N(CC1=CC(=NC=C1)OC)CC1=CN2C3=C(C(=C(C=C3C1=O)F)F)OCC2COC 6-((((S)-1-(6-aminopyridin-3-yl)piperidin-3-yl)((2-methoxypyridin-4-yl)methyl)amino)methyl)-9,10-difluoro-3-(methoxymethyl)-2,3-dihydro-7H-[1,4]oxazino[2,3,4-ij]quinolin-7-one